4,4'-dihydroxydiphenyl ether C1=CC(=CC=C1O)OC2=CC=C(C=C2)O